FC(C=1C=CC=2N(N1)C(=CN2)C2=CC(=NC=N2)N2CC(OCC2)CCS(=O)(=O)N)F 2-(4-(6-(6-(Difluoromethyl)imidazo[1,2-b]pyridazin-3-yl)pyrimidin-4-yl)morpholin-2-yl)ethane-1-sulfonamide